ClC=1C=C2C(=CC(=NC2=CC1)C(F)(F)F)N[C@@H]1C[C@@H](CCC1)NC(=O)C=1C=NN(C1)C1CCN(CC1)C(=O)OC(C)(C)C tert-butyl 4-(4-{[(1R,3S)-3-{[6-chloro-2-(trifluoromethyl)quinolin-4-yl]amino}cyclohexyl]carbamoyl}-1H-pyrazol-1-yl)piperidine-1-carboxylate